O1C(NCC2=C1C=CC=C2)=O 1,3-benzoxazin-2(4H)-one